O[C@H]1[C@@]2(C(CCC2C2C=CC3=CC(CC[C@@]3(C2C1)C)=O)[C@@H](CCC(=O)O)C)C (4R)-4-[(2R,15R,16R)-16-hydroxy-2,15-dimethyl-5-oxotetracyclo-[8.7.0.02,7.011,15]heptadeca-6,8-dien-14-yl]pentanoic acid